O=C1NC(CCC1N1CC2=CC=C(C=C2C1=O)CNC(OCC1CC(C1)C(C)C)=O)=O [3-(propan-2-yl)cyclobutyl]methyl N-{[2-(2,6-dioxopiperidin-3-yl)-3-oxo-2,3-dihydro-1H-isoindol-5-yl]methyl}carbamate